C(C)(=O)N1C(C(C2=CC=CC=C12)=O)=CC1=CC(=C(C=C1)O)OC 1-acetyl-2-(4-hydroxy-3-methoxybenzylidene)indolin-3-one